C(C)(C)(C)OC(=O)N1CCC(=CC1)C=1C=NC(=NC1)NC1CCC(CC1)OC1=C2C=C(C=NC2=CC(=N1)N1CCOCC1)NS(=O)(=O)C tert-butyl-4-[2-[[4-[[3-(methanesulfonamido)-7-morpholino-1,6-naphthyridin-5-yl]oxy]cyclohexyl]amino]pyrimidin-5-yl]-3,6-dihydro-2H-pyridine-1-carboxylate